C(C=C)(=O)OCCCCCCCCCCC(C(=O)O)C(=O)O acryloxydecyl-malonic acid